[2H]C([2H])([2H])CCCCC(/C=C/C=O)O (+/-)-4-HYDROXY-9,9,9-D3-NON-2E-ENAL